N(=[N+]=[N-])C[C@H]1CC(=NO1)C1=CC(=C(C(=C1)F)C1(CCS(CC1)(=O)=O)F)F 4-[4-[(5R)-5-(azidomethyl)-4,5-dihydroisoxazol-3-yl]-2,6-difluoro-phenyl]-4-fluoro-thiane 1,1-dioxide